(4-methoxyphenyl)-3-(trifluoromethyl)-1,2,4-triazole COC1=CC=C(C=C1)C1=NC(=NN1)C(F)(F)F